FC1(CCC(CC1)NC1=NC(=CC(=N1)CO)C=1SC=C(N1)C)F (2-((4,4-difluorocyclohexyl)amino)-6-(4-methylthiazol-2-yl)pyrimidin-4-yl)methanol